FC(OC1=CC(=C(C(=C1)C(C)C)CC(=O)OC(C)(C)C)C1=CC(=NC=C1)F)F tert-butyl 2-(4-(difluoro-methoxy)-2-(2-fluoropyridin-4-yl)-6-isopropylphenyl)acetate